ClC1=C(C=CC(=C1)C(F)(F)F)NC(CN1C=2N(C(C(=C1CC)C=1CCNCC1)=O)N=C(N2)C2=CC1=C(COCC1)S2)=O N-(2-chloro-4-(trifluoromethyl)phenyl)-2-(2-(4,7-dihydro-5H-thieno[2,3-c]pyran-2-yl)-5-ethyl-7-oxo-6-(1,2,3,6-tetrahydropyridin-4-yl)-[1,2,4]triazolo[1,5-a]pyrimidin-4(7H)-yl)acetamide